N1(CCC2=CC=CC=C12)C=1C(=NC=CC1)C(=O)O dihydroindolyl-pyridinecarboxylic acid